C(C)OC(=O)C1=NN(C(=C1)C(C)(C)C)C1=C(C=C(C=C1)Cl)Cl 1-(2,4-dichlorophenyl)-5-(1,1-dimethylethyl)pyrazole-3-carboxylic acid ethyl ester